OC1=C(C=CC=C1)C(CC)=O 2-hydroxy-phenylpropan-1-one